C1N(CC2=CN=C3CCCC3=C12)C(=O)[C@H]1CN(CC1)C1=CC(=NC=C1)C(F)(F)F (3,6,7,8-Tetrahydro-1H-2,5-diaza-as-indacen-2-yl)-[1-(2-trifluoromethyl-pyridin-4-yl)-pyrrolidin-3(R)-yl]-methanone